(±)-3-(6-methoxypyridin-3-yl)-3-(4-(3-(5,6,7,8-tetrahydro-1,8-naphthyridin-2-yl)propyl)-1H-pyrazol-1-yl)propionic acid COC1=CC=C(C=N1)[C@@H](CC(=O)O)N1N=CC(=C1)CCCC1=NC=2NCCCC2C=C1 |r|